(1R,3R)-1-(2,6-difluoro-4-((1-(3-fluoropropyl)azetidin-3-yl)oxy)phenyl)-8-fluoro-2-(2-fluoro-2-methylpropyl)-3-methyl-2,3,4,9-tetrahydro-1H-pyrido[3,4-b]indole FC1=C(C(=CC(=C1)OC1CN(C1)CCCF)F)[C@H]1N([C@@H](CC2=C1NC1=C(C=CC=C21)F)C)CC(C)(C)F